C(CC)NC(OC1=NC2=CC(=CC=C2C=C1)OCCCCN1CCN(CC1)C1=CC=CC=2SC=CC21)=O 7-(4-(4-(benzo[b]thiophen-4-yl)piperazin-1-yl)butoxy)quinolin-2-yl propylcarbamate